NC1=NC=2C=CC(=CC2C2=C1CCC2)C(=O)N(C(C)C2=NC=CC=N2)CC=2N=NC(=CC2)OC 4-amino-N-((6-methoxypyridazin-3-yl)methyl)-N-(1-(pyrimidin-2-yl)ethyl)-2,3-dihydro-1H-cyclopenta[c]quinoline-8-carboxamide